N-(1H-Indazol-5-yl)-3-(5-(3-(trifluoromethyl)phenyl)pyridin-3-yl)-3a,4,5,6,7,7a-hexahydro-4,7-methanobenzo[d]isoxazole-7a-carboxamide N1N=CC2=CC(=CC=C12)NC(=O)C12C(C(=NO1)C=1C=NC=C(C1)C1=CC(=CC=C1)C(F)(F)F)C1CCC2C1